C(=O)(O)CN1C(CN(CCN(CCN(CC1)CC(=O)O)CC(=O)O)CC(=O)O)CC1=CC=C(C=C1)NC(=S)NCC(=O)N[C@@H](CC1=CC=CC=C1)C(=O)N[C@@H](CCCCN1C(C=CC1=O)=O)C(=O)O N-[(4-{[1,4,7,10-tetrakis(carboxymethyl)-1,4,7,10-tetraazacyclododecan-2-yl]methyl}phenyl)carbamothioyl]glycyl-L-phenylalanyl-6-(2,5-dioxo-2,5-dihydro-1H-pyrrol-1-yl)-L-norleucine